4-(3-fluorophenyl)-1-(5-(isopropylthio)-4-(1-(2,2,2-trifluoroethyl)-1H-pyrazol-4-yl)thiazol-2-yl)-3-methyl-1H-pyrazole-5-carboxylic acid FC=1C=C(C=CC1)C=1C(=NN(C1C(=O)O)C=1SC(=C(N1)C=1C=NN(C1)CC(F)(F)F)SC(C)C)C